CN1C(=NN=C1)C1(CC(C1)CC#N)C1=CC(=CC=C1)C1=COC2=C(C=C(C=C2C1=O)CN1C[C@@H](CCC1)C)C (1S,3R)-3-(4-methyl-4H-1,2,4-triazol-3-yl)-3-(3-(8-methyl-6-(((S)-3-methylpiperidin-1-yl)methyl)-4-oxo-4H-chromen-3-yl)phenyl)cyclobutylacetonitrile